N1CC(C1)C=1C=CC(=NC1)N1CC(C1)C(F)(F)F 5-(azetidin-3-yl)-2-[3-(trifluoromethyl)azetidin-1-yl]Pyridine